NC1(CCN(CC1)C1=NC=C(C=C1)C=1C=2N(C=C(C1)OCC(C)(C)O)N=CC2C#N)C(=O)NC=2C=NC(=CC2)OC 4-amino-1-(5-(3-cyano-6-(2-hydroxy-2-methylpropoxy)pyrazolo[1,5-a]pyridin-4-yl)pyridin-2-yl)-N-(6-methoxypyridin-3-yl)piperidine-4-carboxamide